ClC=1C(=C(C=CC1)CNC(C(C)(C)NC(CN1N=C(C2=CC=CC=C12)C(=O)N)=O)=O)F 1-(2-(1-(3-chloro-2-fluorophenylmethylamino)-2-methyl-1-oxoprop-2-ylamino)-2-oxoethyl)-1H-indazole-3-carboxamide